ClC1=C2C(=NC=C1C#CC1=NC(=CC=C1)[N+](=O)[O-])NC=C2 4-chloro-5-((6-nitropyridin-2-yl)ethynyl)-1H-pyrrolo[2,3-b]Pyridine